C1(CC1)NC(=O)C1=C(C=C(C=C1OC)C1=CN=C2N1C=CC(=C2)C(C(=O)OC)(F)F)OC(F)F methyl 2-[3-[4-(cyclopropyl-carbamoyl)-3-(difluoromethoxy)-5-methoxy-phenyl]imidazo[1,2-a]pyridin-7-yl]-2,2-difluoro-acetate